C(C)OC(CC(C)OC(\C=C\C(=O)OC(C)CC(=O)OCC)=O)=O fumaric acid di-(4-ethoxy-4-oxo-butan-2-yl)ester